FC=1C=C(C=CC1F)[C@H](C)NC(=O)C1=NC(=CN=C1N[C@H](C)C=1C=NC(=CC1)C=1C=C2C(=NC1)NN=C2N)C#N 3-{(R)-1-[6-(3-Amino-1H-pyrazolo[3,4-b]pyridin-5-yl)-pyridin-3-yl]-ethylamino}-6-cyano-pyrazine-2-carboxylic acid [(S)-1-(3,4-difluorophenyl)-ethyl]-amide